C(=O)O.COC=1C=C2C(=CC=NC2=CC1OC)N1CCC(CC1)C1(CC1)CNS(=O)(=O)NC(C)=O N-(N-((1-(1-(6,7-dimethoxyquinolin-4-yl)piperidin-4-yl)cyclopropyl)methyl)sulfamoyl)acetamide formate